(6-((5-bromo-2-((2,5-dichloro-4-(4-(3-(dimethylamino)pyrrolidin-1-yl)piperidin-1-yl)Phenyl)amino)pyrimidin-4-yl)amino)-2,3-dihydrobenzofuran-5-yl)methanesulfonamide BrC=1C(=NC(=NC1)NC1=C(C=C(C(=C1)Cl)N1CCC(CC1)N1CC(CC1)N(C)C)Cl)NC1=CC2=C(CCO2)C=C1CS(=O)(=O)N